C(C)C(CP(OCC(CCCC)CC)([O-])=O)CCCC Mono-2-ethylhexyl (2-ethylhexyl)phosphonate